3-fluoro-N-(4-(piperidin-4-yl)phenyl)-5,7-dihydro-6H-pyrrolo[3,4-b]pyridine-6-carboxamide FC=1C=C2C(=NC1)CN(C2)C(=O)NC2=CC=C(C=C2)C2CCNCC2